BrC=1C=C(C(=O)N2C[C@H](CC2)NC(OC(C)(C)C)=O)C=CC1I tert-butyl (S)-(1-(3-bromo-4-iodobenzoyl)pyrrolidin-3-yl)carbamate